2-methyl-2,5-decanediol CC(C)(CCC(CCCCC)O)O